3-(aminomethyl)-5-methyl-hexanoic acid NCC(CC(=O)O)CC(C)C